C1(CC1)[C@@H]1OCC2=CC(=CC=C2[C@@H]1C1=CC=C(C=C1)N1CCC(CC1)CN1CCN(CC1)C=1C=C2CN(C(C2=CC1)=O)[C@@H]1C(NC(CC1)=O)=O)O (S)-3-(5-(4-((1-(4-((3S,4S)-3-cyclopropyl-7-hydroxyisochroman-4-yl)phenyl)piperidin-4-yl)methyl)piperazin-1-yl)-1-oxoisoindolin-2-yl)piperidine-2,6-dione